4-[3-[4-(difluoromethyl)-1-piperidinyl]phenyl]thiazol-2-amine FC(C1CCN(CC1)C=1C=C(C=CC1)C=1N=C(SC1)N)F